N,N-dimethyl-butyl-ammonium C[NH+](C)CCCC